N=C(CCNC(=O)C=1N(C=C(C1)NC(=O)C=1N(C=C(C1)NC(C1=CC=C(C=C1)\C=C\C=1C=NC2=CC=CC=C2C1)=O)C)C)N1CCCCC1 (E)-N-(3-imino-3-(piperidin-1-yl)propyl)-1-methyl-4-(1-methyl-4-(4-(2-(quinolin-3-yl)vinyl)benzamido)-1H-pyrrole-2-carboxamido)-1H-pyrrole-2-carboxamide